2,5-dioxopyrrolidin-1-yl 2-(bis(benzyloxy)phosphoryl)acetate C(C1=CC=CC=C1)OP(=O)(OCC1=CC=CC=C1)CC(=O)ON1C(CCC1=O)=O